4,7-dimethyleneinden-1-yl benzoate C(C1=CC=CC=C1)(=O)OC1C=CC=2C(C=CC(C12)=C)=C